BrC1=CC(=C(C(=N1)Cl)F)C#N 6-bromo-2-chloro-3-fluoropyridine-4-carbonitrile